2-(3-(7-chloro-6-(2',6'-dihydroxy-[1,1'-biphenyl]-4-yl)-2-oxo-1,2-dihydroquinolin-3-yl)phenyl)acetic acid ethyl ester C(C)OC(CC1=CC(=CC=C1)C=1C(NC2=CC(=C(C=C2C1)C1=CC=C(C=C1)C1=C(C=CC=C1O)O)Cl)=O)=O